2-(tert-butyldimethylsilyloxy)ethylbromide [Si](C)(C)(C(C)(C)C)OCCBr